C1(CC1)C(=O)C1=C(C(=C(OCC=2N=CC(=NC2)C=2C(=CC(=C(C(=O)O)C2)F)OC)C=C1)C)O 5-(5-((4-(Cyclopropanecarbonyl)-3-hydroxy-2-methylphenoxy)methyl)pyrazin-2-yl)-2-fluoro-4-methoxybenzoic acid